N'-((1,2,3,5,6,7-hexahydro-s-indacen-4-yl)carbamoyl)-2-(2-methoxypropan-2-yl)-thiazole-5-sulfonimidamide C1CCC2=C(C=3CCCC3C=C12)NC(=O)N=S(=O)(N)C1=CN=C(S1)C(C)(C)OC